C(#N)C1=NC2=CC(=CC(=C2N=C1N1CC=2N(CC1)C(=C(N2)C)C)[C@@H](C)NC2=C(C(=O)O)C=CC=C2)C (R)-2-((1-(2-cyano-3-(2,3-dimethyl-5,6-dihydroimidazo[1,2-a]pyrazin-7(8H)-yl)-7-methylquinoxalin-5-yl)-ethyl)amino)benzoic acid